2-{3-[(1R)-1-{[6-bromo-7-methyl-2-(trifluoromethyl)-7H-pyrazolo[3,4-H]Quinazolin-4-yl]Amino}ethyl]Phenyl}-2,2-difluoroethane-1-ol BrC=1C=C2C(=NC(=NC2=C2C1N(N=C2)C)C(F)(F)F)N[C@H](C)C=2C=C(C=CC2)C(CO)(F)F